(2S)-5,6,7,8-Tetrahydronaphthalen-2-yl 2-(((4-(aminomethyl)-5-hydroxy-6-methylpyridin-3-yl)methoxy)(phenoxy)phosphorylamino)propanoate NCC1=C(C=NC(=C1O)C)COC1=C(OP(=O)=N[C@H](C(=O)OC2=CC=3CCCCC3C=C2)C)C=CC=C1